5-(4-trifluoromethoxyphenyl)oxazole-2-methanol FC(OC1=CC=C(C=C1)C1=CN=C(O1)CO)(F)F